C1(CC1)C=1C=CC=2N(C1)N=CC2C(=O)N2[C@H](C1=C(CC2)NC=N1)C1=NN2C(C=CC=C2C(F)F)=C1 (R)-(6-cyclopropylpyrazolo[1,5-a]pyridin-3-yl)(4-(7-(difluoromethyl)pyrazolo[1,5-a]pyridin-2-yl)-6,7-dihydro-1H-imidazo[4,5-c]pyridin-5(4H)-yl)methanone